C(=O)O.C1(CCC1)NC(C1=CC=C(C=C1)NC1=NC=C(C(=N1)NC=1C=CC2=C(NC(O2)=O)C1)F)=O N-cyclobutyl-4-(5-fluoro-4-(2-oxo-2,3-dihydrobenzo[d]oxazol-5-ylamino)pyrimidin-2-ylamino)benzamide formate salt